1-((5-(5-(difluoromethyl)-1,3,4-oxadiazole-2-yl)pyridine-2-yl)methyl)-3-(oxetan-3-yl)-1,3-dihydro-2H-benzo[d]imidazole-2-one FC(C1=NN=C(O1)C=1C=CC(=NC1)CN1C(N(C2=C1C=CC=C2)C2COC2)=O)F